benzyl-7,7-dimethyl-6,7-dihydro-4H-spiro[benzo[d]isoxazole-5,3'-pyrrolidine] C(C1=CC=CC=C1)N1CC2(CC1)CC(C1=C(C=NO1)C2)(C)C